BrC=1C=CC(=NC1F)C(=O)OC Methyl 5-bromo-6-fluoropyridineformate